FC1(C(C1)NC(=O)C1=NC=CC=C1)F N-(2,2-difluorocyclopropyl)pyridine-2-carboxamide